FC1=CCC2(CN(C2)C(=O)C2=CC3=C(N=CO3)C=C2)CC1 6-(7-fluoro-2-azaspiro[3.5]non-6-ene-2-carbonyl)benzo[d]oxazol